N1N=C(C2=CC=CC=C12)/C=C/C1=CC=C(C=C1)C(=O)N1CCNCC1 (E)-(4-(2-(1H-indazol-3-yl)vinyl)phenyl)(piperazin-1-yl)methanone